dihydroxy-5'-methoxyisoflavone OC1=C2C(C(=C(OC2=CC=C1)O)C1=CC=CC(=C1)OC)=O